Br/C=1/C(=O)OC(\C1\Br)=O 2,3-dibromo-maleic anhydride